(1R,2R)-2-methyl-N-[5-[2-methyl-5-[[(1S,4S,7R)-2-oxa-5-azabicyclo[2.2.1]heptan-7-yl]oxy]-4-pyridyl]pyrazolo[1,5-a]pyridin-2-yl]cyclopropanecarboxamide C[C@H]1[C@@H](C1)C(=O)NC1=NN2C(C=C(C=C2)C2=CC(=NC=C2O[C@H]2[C@H]3OC[C@@H]2NC3)C)=C1